FC1=CC=C(C=C1)N(C(OC1=C(C=C(C=C1C(F)(F)F)C(F)(F)F)N1C(N(CC1)C1CC(C1)O)=O)=O)C 2-(3-(3-hydroxycyclobutyl)-2-oxoimidazolidin-1-yl)-4,6-bis(trifluoromethyl)phenyl (4-fluorophenyl)(methyl)carbamate